lithium magnesium silicate salt [Si]([O-])([O-])([O-])O.[Mg+2].[Li+]